(5-(5-(2,3-dihydro-1H-inden-4-yl)-6-methoxy-1-(4-methoxybenzyl)-1H-pyrazolo[4,3-b]pyridin-3-yl)pyridin-2-yl)piperidine-1-carboxylic acid tert-butyl ester C(C)(C)(C)OC(=O)N1C(CCCC1)C1=NC=C(C=C1)C1=NN(C=2C1=NC(=C(C2)OC)C2=C1CCCC1=CC=C2)CC2=CC=C(C=C2)OC